(3S)-3-(5-(3-fluoro-4-(((3aR,7aS)-5-hydroxyoctahydro-2H-isoindol-2-yl)methyl)pyridin-2-yl)-1-oxoisoindolin-2-yl)piperidine-2,6-dione FC=1C(=NC=CC1CN1C[C@H]2CCC(C[C@H]2C1)O)C=1C=C2CN(C(C2=CC1)=O)[C@@H]1C(NC(CC1)=O)=O